FC1=CC=2N(C=C1)C(=CN2)C2=C1CNC(C1=C(C=C2)NC2=NC(=C(C=C2)[C@H]2COCC2)N2CCNCC2)=O (S)-4-(7-fluoroimidazo[1,2-a]pyridin-3-yl)-7-((6-(piperazin-1-yl)-5-(tetrahydrofuran-3-yl)pyridin-2-yl)amino)isoindolin-1-one